CC=1C(=NC(=CN1)C)[C@H](CCN(C(C(=O)OCC)C1=C(C(=CC=C1)C)C1CCC(CC1)OC(F)(F)F)C)CCN1CCCCC1 ethyl 2-(((S)-3-(3,6-dimethylpyrazin-2-yl)-5-(piperidin-1-yl)pentyl)(methyl)amino)-2-(3-methyl-2-((1r,4S)-4-(trifluoromethoxy)cyclohexyl)-phenyl)acetate